CC1(C2=NCN([C@H]3[C@H](O)[C@H](O)[C@@H](CO)O3)C2=NC=N1)NC 6,N6-dimethyl-adenosine